2-(5-((6-(4-cyclopropyl-6-methoxypyrimidin-5-yl)-1H-pyrazolo[3,4-d]pyrimidin-1-yl)methyl)-2-(1-isopropyl-4-(trifluoromethyl)-1H-imidazol-2-yl)phenoxy)ethan-1-ol C1(CC1)C1=NC=NC(=C1C1=NC=C2C(=N1)N(N=C2)CC=2C=CC(=C(OCCO)C2)C=2N(C=C(N2)C(F)(F)F)C(C)C)OC